C(C)(C)(C)C12CNC(CC(N1C(=O)O)C2)=O.COC2=CC=C(C=C2)S p-methoxythiophenol tert-butyl-4-oxo-3,7-diazabicyclo[4.1.1]octane-7-carboxylate